C(#CC)C=1C=C2C(=CC=NC2=CC1)NC=1C=C(C(=O)NC2=CC(=CC=C2)NC2=CC=NC=C2)C=CC1 3-((6-(prop-1-yn-1-yl)quinolin-4-yl)amino)-N-(3-(pyridin-4-ylamino)phenyl)benzamide